N-Boccadaverine C(=O)(OC(C)(C)C)NCCCCCN